Cl.Cl.N[C@@H](CCCCNC(=O)N1CCN(CC1)CC(=O)O)C(=O)OCC1=CC(=NC(=C1)Cl)Cl (S)-2-(4-((5-Amino-6-((2,6-dichloropyridin-4-yl)methoxy)-6-oxohexyl)carbamoyl)piperazin-1-yl)acetic acid dihydrochloride